N1C(=CC2=CC=CC=C12)C(=O)O indoleic acid